C[Re+](=O)(=O)=O Methyltrioxorhenium (VIII)